2-Amino-6-(2-cyanoethyl)-6-(cyclopropylmethyl)-7-oxo-4,5,6,7-tetrahydrobenzo[b]thiophene-3-carboxylic acid NC1=C(C2=C(S1)C(C(CC2)(CC2CC2)CCC#N)=O)C(=O)O